C(C)(=O)OCC1C(C(C2N=C(OC2O1)C)OC(C)=O)OC(C)=O [6,7-bis(acetyloxy)-2-methyl-3aH,5H,6H,7H,7aH-pyrano[3,2-d][1,3]oxazol-5-yl]methyl acetate